6-Chloro-4-((4-cyclopropyl-5-fluoro-2-(N-methylmethylsulfonamido)phenyl)amino)-N-ethoxynicotinamide ClC1=NC=C(C(=O)NOCC)C(=C1)NC1=C(C=C(C(=C1)F)C1CC1)N(S(=O)(=O)C)C